N[C@@H]1CN(CC[C@H]1F)C1=NC2=C(N1CC1=NC=C(C#N)C=C1)C=C(C=C2)C(F)(F)F 6-((2-((3R,4R)-3-amino-4-fluoropiperidin-1-yl)-6-(trifluoromethyl)-1H-benzo[d]imidazol-1-yl)methyl)nicotinonitrile